C(C(=C)C)(=O)N1C=2C=CC=CC2C(C2=CC=CC=C12)=O 10-methacryloylacridin-9(10H)-one